COC1=CC2=C(C=3N=CN=C(C3S2)OCCCC(=O)OC)C=C1OC Methyl 4-((7,8-dimethoxybenzo[4,5]thieno[3,2-d]pyrimidin-4-yl)oxy)butanoate